2-(4-((S)-3,4-dimethylpiperazin-1-yl)-3-(6-oxo-4-(trifluoromethyl)-1,6-Dihydropyridine-3-carboxamido)phenyl)ethynylpiperidine-1-carboxylic acid tert-butyl ester C(C)(C)(C)OC(=O)N1C(CCCC1)C#CC1=CC(=C(C=C1)N1C[C@@H](N(CC1)C)C)NC(=O)C1=CNC(C=C1C(F)(F)F)=O